Cl.Cl.C(N)(OC(C)(C)C)=O Tert-butyl carbamate dihydrochloride